C(CCCCCCC\C=C/CCCCCCCC)(=O)OCCN(CCOC(CCCCCCC\C=C/CCCCCCCC)=O)C(CCCCN(C)C)=O (Z)-((5-(dimethylamino)pentanoyl)azanediyl)bis(ethane-2,1-diyl) dioleate